2-(3-(3,4-dimethoxyphenyl)acryloyl)-5-methoxyphenyl furan-2-carboxylate O1C(=CC=C1)C(=O)OC1=C(C=CC(=C1)OC)C(C=CC1=CC(=C(C=C1)OC)OC)=O